C1(CC1)C1=C(C=CC=C1)C1N(CCC1)C1CCC(=CC1)C1=CC=C(C=C1)C(=O)O 4'-(2-(2-cyclopropylphenyl)pyrrolidin-1-yl)2',3',4',5'-tetrahydro-[1,1'-biphenyl]-4-carboxylic acid